((1R,4S,6R)-6-((5-cyclopropyl-3-(2,6-dichlorophenyl)isoxazol-4-yl)methoxy)-2-azabicyclo[2.2.1]Heptane-2-yl)-4-fluorobenzo[d]Thiazole-6-carboxylic acid C1(CC1)C1=C(C(=NO1)C1=C(C=CC=C1Cl)Cl)CO[C@@H]1C[C@H]2CN([C@@H]1C2)C=2SC1=C(N2)C(=CC(=C1)C(=O)O)F